cyclopropyl-6-methyl-2-phenyl-7H-pyrrolo[2,3-d]pyrimidin-4-amine C1(CC1)C1=C(NC=2N=C(N=C(C21)N)C2=CC=CC=C2)C